CN1CCC(CC1)N1CCNCC1 1-(1-methyl-4-piperidinyl)piperazine